C(#N)CC1(CN(C1)C1CCN(CC1)C(=O)NC1=CC=C(C=C1)OC(F)(F)F)N1N=CC(=C1)C=1C2=C(N=CN1)NC=C2 4-{3-(cyanomethyl)-3-[4-(7H-pyrrolo[2,3-d]pyrimidin-4-yl)-1H-pyrazol-1-yl]azetidin-1-yl}-N-[4-(trifluoromethoxy)phenyl]piperidine-1-carboxamide